methyl trans-3-{[(tert-butoxy)carbonyl]amino}-1-methylcyclobutane-1-carboxylate CC1(CC(C1)NC(=O)OC(C)(C)C)C(=O)OC